N,2-dimethyl-2-[5-[(3R)-3-amino-5-[(4-chlorophenyl)methyl]-8-fluoro-1,1,4-trioxo-2,3-dihydro-1λ6,5-benzothiazepin-7-yl]-1,3,4-oxadiazol-2-yl]propanamide CNC(C(C)(C=1OC(=NN1)C=1C(=CC2=C(N(C([C@H](CS2(=O)=O)N)=O)CC2=CC=C(C=C2)Cl)C1)F)C)=O